C(C)(C)(C)C=1C=C(C=C(C1O)C(C)(C)C)C(=O)C1=CC=C(C=C1)C(C)C (3,5-di-tert-butyl-4-hydroxyphenyl)(4-isopropylphenyl)methanone